ethyl 7-chloro-1-((2-(trimethylsilyl)ethoxy)methyl)-1H-pyrrolo[2,3-c]pyridine-2-carboxylate ClC=1N=CC=C2C1N(C(=C2)C(=O)OCC)COCC[Si](C)(C)C